(1-(2-chlorobenzyl)piperidin-4-yl)ethanamine ClC1=C(CN2CCC(CC2)C(C)N)C=CC=C1